C(#N)CC1=CC=C(C=C1)NC(=O)C1C[C@@H](CCC1C(C)C)C (1R,2S,5R)-N-(4-(cyanomethyl)phenyl)-menthylcarboxamide